(S)-(+)-5-(hydroxymethyl)-2-pyrrolinone OC[C@H]1C(C=CN1)=O